Cl.O1CCO[C@H]2[C@@H]1CNC2 (4aR,7aS)-hexahydro-2H-[1,4]dioxino[2,3-C]pyrrole hydrochloride